3-[(9H-purine-6-ylamino)methyl]phenol N1=CN=C2NC=NC2=C1NCC=1C=C(C=CC1)O